C(C)(C)(C)N1C(=CC2=CC=CC=C12)S(=O)(=O)C1=CC=CC=C1 Tert-butyl-2-(phenylsulfonyl)-1H-indole